n-Octaheptacontane CCCCCCCCCCCCCCCCCCCCCCCCCCCCCCCCCCCCCCCCCCCCCCCCCCCCCCCCCCCCCCCCCCCCCCCCCCCCCC